O=C1C2=C(N=C(N1)C1C(CC1)C1=NC=CC=N1)N(N=C2C#N)C(C)C=2C=NC(=CC2)C(F)(F)F 4-oxo-6-(2-(pyrimidin-2-yl)cyclobutyl)-1-(1-(6-(trifluoromethyl)pyridin-3-yl)ethyl)-4,5-dihydro-1H-pyrazolo[3,4-d]pyrimidine-3-carbonitrile